ethyl (S)-3-((R)-4-methylphenylsulfinamido)-3-(3-(thiazol-2-yl)phenyl)propanoate CC1=CC=C(C=C1)[S@@](=O)N[C@@H](CC(=O)OCC)C1=CC(=CC=C1)C=1SC=CN1